tert-butyl (S)-4-(6-((6-(4-((R)-1-(3-(tert-butyl)-1,2,4-oxadiazole-5-carboxamido)ethyl)-2-fluoro-3-methylphenyl)pyrimidin-4-yl)amino)pyridin-3-yl)-3-methylpiperazine-1-carboxylate C(C)(C)(C)C1=NOC(=N1)C(=O)N[C@H](C)C1=C(C(=C(C=C1)C1=CC(=NC=N1)NC1=CC=C(C=N1)N1[C@H](CN(CC1)C(=O)OC(C)(C)C)C)F)C